COC=1C=C(C=C(C1)OC)C1C=CNN1 5-(3,5-dimethoxyphenyl)-pyrazoline